4-(4-methoxy-2-nitro-phenyl)morphine COC1=CC(=C(C=C1)C12C(C=CC=3C[C@@H]4[C@@H]5C=C[C@@H]([C@@H]([C@@]5(C13)CCN4C)O2)O)O)[N+](=O)[O-]